4-[2-({3-[6-({[4-(1-methyl-1H-pyrazol-4-yl)phenyl]methyl}amino)pyrimidin-4-yl]imidazo[1,2-a]pyridin-7-yl}oxy)ethyl]morpholin-3-one CN1N=CC(=C1)C1=CC=C(C=C1)CNC1=CC(=NC=N1)C1=CN=C2N1C=CC(=C2)OCCN2C(COCC2)=O